COC1=C(C=CC=C1)C(CN1C2=NC(=NC(=C2N=C1)NN=CC1=CC(=CC=C1)C)N1CCOCC1)=O 1-(2-methoxyphenyl)-2-(6-(2-(3-methylbenzylidene)hydrazinyl)-2-morpholino-9H-purin-9-yl)ethane-1-on